C1=CC=CC=2C3=CC=CC=C3C(C12)COC(=O)N[C@@H](C(=O)N[C@@H](C(=O)OC(C)(C)C)CC(C)C)CC1=CC=CC=C1 Tert-butyl (2R)-2-[(2R)-2-{[(9H-fluoren-9-ylmethoxy)carbonyl]amino}-3-phenylpropionylamino]-4-methylvalerate